3-(2-isopropylphenyl)-1-(3-methoxy-4-(oxetan-3-yl)benzyl)piperazine C(C)(C)C1=C(C=CC=C1)C1CN(CCN1)CC1=CC(=C(C=C1)C1COC1)OC